ClC=1C=CC(=C(C1)[C@@H]1[C@H](C1)C(=O)NC1=NC=CC(=C1)NCC=1N=C2N(C=C(C=C2N2C(CCC2)=O)C2CC2)C1)C#N (1S,2S)-2-(5-chloro-2-cyanophenyl)-N-(4-(((6-cyclopropyl-8-(2-oxopyrrolidin-1-yl)imidazo[1,2-a]pyridin-2-yl)methyl)amino)pyridin-2-yl)cyclopropane-1-carboxamide